C(C)(C)(C)OC(=O)N1[C@@H](COCC1)C=1C=C(C=C2CCN(CC12)C(C(C)(C)O)=O)Cl (R)-3-[6-Chloro-2-(2-hydroxy-2-methylpropionyl)-1,2,3,4-tetrahydroisoquinolin-8-yl]morpholine-4-carboxylic acid tertButyl ester